BrC1=C(C=CC(=C1)Cl)N1N=CC(=C1)F 1-(2-bromo-4-chlorophenyl)-4-fluoropyrazole